ClC=1C=C(C=C(C1)Cl)CS(=O)(=O)NC1=C(N=CS1)C(=O)O 5-{[(3,5-dichlorophenyl)methyl]sulfonamido}-1,3-thiazole-4-carboxylic acid